(R*)-(3-amino-4,5,6,7-tetrahydro-pyrazolo[3,4-c]pyridin-2-yl)(8-methyl-1,2,3,4-tetrahydro-quinolin-4-yl)methanone NC=1N(N=C2CNCCC21)C(=O)[C@@H]2CCNC1=C(C=CC=C21)C |o1:12|